7-bromo-4-(2-(thiophen-3-yl)ethoxy)quinolin-2-amine BrC1=CC=C2C(=CC(=NC2=C1)N)OCCC1=CSC=C1